2'-chloro-6'-methyl-6',7'-dihydrospiro[piperidine-4,5'-pyrrolo[3,4-b]pyridine] ClC1=CC=C2C(=N1)CN(C21CCNCC1)C